5-(DIMETHYLAMINO)PYRIDIN-3-YLBORONIC ACID CN(C=1C=C(C=NC1)B(O)O)C